(S)-1-(3-(4-amino-5-((2-cyclopropyl-6-fluorobenzo[d]thiazol-5-yl)ethynyl)-7H-pyrrolo[2,3-d]pyrimidin-7-yl)pyrrolidin-1-yl)prop-2-en-1-one NC=1C2=C(N=CN1)N(C=C2C#CC=2C(=CC1=C(N=C(S1)C1CC1)C2)F)[C@@H]2CN(CC2)C(C=C)=O